N1=CC=C(C=C1)C1=NC=C(C=N1)C1=CC=NC=C1 2,5-bis(4-pyridyl)pyrimidine